O1COC2=C1C=CC(=C2)C=O benzo[d][1,3]dioxole-5-formaldehyde